2-methyl-2,3-dihydrophthalazine-1,4-dione CN1C(C2=CC=CC=C2C(N1)=O)=O